4-(3-(4-(9-benzyl-6-(1-methyl-cyclopropoxy)-9H-purin-8-yl)-3-chlorophenoxy)propyl)piperazin-2-one C(C1=CC=CC=C1)N1C2=NC=NC(=C2N=C1C1=C(C=C(OCCCN2CC(NCC2)=O)C=C1)Cl)OC1(CC1)C